N-(3-methyl-4-((1-methyl-1H-benzo[d]imidazol-5-yl)oxy)phenyl)-5-(piperazin-1-yl)pyrrolo[2,1-f][1,2,4]triazin-4-amine CC=1C=C(C=CC1OC1=CC2=C(N(C=N2)C)C=C1)NC1=NC=NN2C1=C(C=C2)N2CCNCC2